ClC1=CC=C2C(=CNC2=C1)S(=O)(=O)NC=1C(=NC(=C(C1)F)Cl)OC 6-chloro-N-(6-chloro-5-fluoro-2-methoxypyridin-3-yl)-1H-indole-3-sulfonamide